COS(=O)(=O)O.CC1N=C(N(C1)C(C)NC(CCCCCCCCCCCCCCCCC)=O)NC(CCCCCCCCCCCCCCCCC)=O methyl-1-stearamidoethyl-2-stearamidoimidazoline methyl-sulfate